C(C)N(CC)C[Si](OCC)(OCC)OCC N,N-diethyl-aminomethyl-triethoxysilane